5-Fluoro-1-(4-fluoro-3-(4-(tetrahydrofuran-2-carbonyl)piperazine-1-carbonyl)benzyl)quinazoline-2,4(1H,3H)-dione FC1=C2C(NC(N(C2=CC=C1)CC1=CC(=C(C=C1)F)C(=O)N1CCN(CC1)C(=O)C1OCCC1)=O)=O